tetrabutyl-ethanol C(CCC)C(C(O)(CCCC)CCCC)CCCC